O1C(=CC=C1)CNCC=1C=C(C(N(C1C)C1=CC(=CC=C1)C(F)(F)F)=O)C(=O)NCC1=CC=C(C=C1)S(=O)(=O)C 5-{[(2-furylmethyl)amino]methyl}-6-methyl-N-[4-(methylsulfonyl)benzyl]-2-oxo-1-[3-(trifluoromethyl)phenyl]-1,2-dihydropyridine-3-carboxamide